4-[4-(2,9-dioxa-6-azaspiro[4.5]decan-6-yl)-8-fluoro-2-{[(2R,7aS)-2-fluorotetrahydro-1H-pyrrolizin-7a(5H)-yl]methoxy}pyrido[4,3-d]pyrimidin-7-yl]-5-ethynyl-6-fluoronaphthalen-2-ol C1OCCC12N(CCOC2)C=2C1=C(N=C(N2)OC[C@]23CCCN3C[C@@H](C2)F)C(=C(N=C1)C1=CC(=CC2=CC=C(C(=C12)C#C)F)O)F